8-(4-(2-(2-bromo-5-(chloromethyl)phenoxy)ethyl)phenyl)isoquinoline BrC1=C(OCCC2=CC=C(C=C2)C=2C=CC=C3C=CN=CC23)C=C(C=C1)CCl